C(C)OC(C(=NO)C#N)=O cyano(hydroxyimino)acetic acid ethyl ester